FC1(CN(CC1)C=1C=C(C=NC1)C=1N=NN(C1)CC=1N=C2N(C=C(C=C2)CNCC23CC(C2)(C3)F)C1)F 1-(2-((4-(5-(3,3-difluoropyrrolidin-1-yl)pyridin-3-yl)-1H-1,2,3-triazol-1-yl)methyl)imidazo[1,2-a]pyridin-6-yl)-N-((3-fluorobicyclo[1.1.1]pentan-1-yl)methyl)methylamine